5-methoxy-N-aminoanthranilic acid COC1=CC=C(C(C(=O)O)=C1)NN